C[C@H]1N(CCOC1)C1=C2C(=NC(=C1)C1=C3C(=CN=C1)NC=C3)N(C=C2)S(=O)(=O)C (R)-3-methyl-4-(1-(methylsulfonyl)-6-(1H-pyrrolo[2,3-c]pyridin-4-yl)-1H-pyrrolo[2,3-b]pyridin-4-yl)morpholine